3-(BUT-2-EN-1-YLOXY)PROPANOIC ACID C(C=CC)OCCC(=O)O